CN(C(=O)C1=NN(C=N1)CC=1SC(=CC1)C1=NOC(=N1)C(F)(F)F)C N,N-dimethyl-1-[[5-[5-(trifluoromethyl)-1,2,4-oxadiazol-3-yl]-2-thienyl]methyl]-1,2,4-triazole-3-carboxamide